2,4,5-TRIFLUOROPHENYLACETIC ACID FC1=C(C=C(C(=C1)F)F)CC(=O)O